CN1N=C(C=C1C(=O)OCC)C ethyl 2,5-dimethylpyrazole-3-carboxylate